C(C)C1=NC=2N(C(=C1)NCC1(CN(C1)C(=O)NCC(F)(F)F)C1=CC=C(C=C1)F)N=C(C2)C(F)(F)F 3-(((5-Ethyl-2-(trifluoromethyl)pyrazolo[1,5-a]pyrimidin-7-yl)amino)methyl)-3-(4-fluorophenyl)-N-(2,2,2-trifluoroethyl)azetidine-1-carboxamide